CNC(CN1N=CC(=C1)B1OC(C(O1)(C)C)(C)C)=O N-methyl-2-[4-(4,4,5,5-tetramethyl-1,3,2-dioxaborolan-2-yl)pyrazol-1-yl]acetamide